sulfanyl-5-fluoro-benzamide SC1=C(C(=O)N)C=C(C=C1)F